4-methoxy-3-((2-morpholino-5-(trifluoromethyl)phenyl)sulfonamido)benzoic acid COC1=C(C=C(C(=O)O)C=C1)NS(=O)(=O)C1=C(C=CC(=C1)C(F)(F)F)N1CCOCC1